9-(4'-chloro-[1,1':3',1''-terphenyl]-2-yl)-9H-carbazole ClC1=C(C=C(C=C1)C1=C(C=CC=C1)N1C2=CC=CC=C2C=2C=CC=CC12)C1=CC=CC=C1